OC1=C(C=C(C=C1)C1(OC(C2=C1C=CC=C2)=O)C2=CC(=C(C=C2)O)C)C 3,3-Bis(4-hydroxy-3-methylphenyl)-2-benzofuran-1(3H)-one